S1C(=NC2=C1C=CC=C2)C(=O)N[C@H](C(=O)OC)CCNC(CCCCC2=NC=1NCCCC1C=C2)=O methyl (2S)-2-(1,3-benzothiazole-2-carbonylamino)-4-[5-(5,6,7,8-tetrahydro-1,8-naphthyridin-2-yl)pentanoylamino]butanoate